N-(4-(9H-carbazol-9-yl)phenyl)-9,9-dimethyl-9H-fluoren-2-amine C1=CC=CC=2C3=CC=CC=C3N(C12)C1=CC=C(C=C1)NC1=CC=2C(C3=CC=CC=C3C2C=C1)(C)C